2-[4-[(E)-3-(4-Hydroxyphenyl)prop-2-enoyl]phenyl]ethyl-methylcarbamic acid OC1=CC=C(C=C1)/C=C/C(=O)C1=CC=C(C=C1)CCN(C(O)=O)C